1-[4-(2-aminoethyl)piperazin-1-yl]ethanone NCCN1CCN(CC1)C(C)=O